C(CC1=C(C=CC=C1)S(=O)(=O)[O-])C1=C(C=CC=C1)S(=O)(=O)[O-] ethylenebis(benzenesulfonate)